Cl.BrC1=C(C(=C(C=C1)CN)C)F (4-bromo-3-fluoro-2-methylphenyl)methylamine hydrochloride